F[C@H]1CCNC1 (3S,4S)-4-fluoropyrrolidin